CN1C=C(C=C(C1=O)C)C1=NC2=C(N1CC1CCOCC1)C=CC(=C2)C=O 2-(1,5-dimethyl-6-oxo-1,6-dihydropyridin-3-yl)-1-((tetrahydro-2H-pyran-4-yl)methyl)-1H-benzo[d]Imidazole-5-carbaldehyde